CC1=C(C(=O)C(=O)O)C=CC=C1.C(C1=CC=CC=C1)(=O)OC methyl benzoate (Methyl benzoylformate)